COC(=O)C1(C=2C=CC=NC2CCC1=C)C(=O)OC methylene-7,8-dihydroquinoline-5,5(6H)-dicarboxylic acid dimethyl ester